1-((3R)-5-hydroxy-1-(4-morpholinophenyl)-2-oxopiperidin-3-yl)-3-(6-(trifluoromethyl)pyridin-3-yl)urea OC1C[C@H](C(N(C1)C1=CC=C(C=C1)N1CCOCC1)=O)NC(=O)NC=1C=NC(=CC1)C(F)(F)F